C(C)(C)NC1=C(C=NC2=CC=C(C=C12)C=1C=NNC1)C(=O)NCC1=CC(=NO1)C 4-(isopropylamino)-N-((3-methylisoxazol-5-yl)methyl)-6-(1H-pyrazol-4-yl)quinoline-3-carboxamide